C(#N)CC=1C=NC=C(C#N)C1 5-(cyanomethyl)nicotinonitrile